C(C)OC=1C=C(C=CC1)C1=C(C=C(C=C1)C1=NC2=CC=C(C=C2C(=C1)C(=O)O)F)F 2-(3'-ethoxy-2-fluoro-[1,1'-biphenyl]-4-yl)-6-fluoroquinoline-4-carboxylic acid